dimethylbutyl-azobenzene cerium (3+) acrylate C(C=C)(=O)[O-].[Ce+3].CC1=C(C(=C(C=C1)N=NC1=CC=CC=C1)CCCC)C.C(C=C)(=O)[O-].C(C=C)(=O)[O-]